(6-(4-(trifluoromethyl)phenyl)pyridin-3-yl)methanol Titanium [Ti].FC(C1=CC=C(C=C1)C1=CC=C(C=N1)CO)(F)F